dioctadecyl 3,3'-thiodiacrylate S(C=CC(=O)OCCCCCCCCCCCCCCCCCC)C=CC(=O)OCCCCCCCCCCCCCCCCCC